5-(N-[propyl]amino)-3-(1-ethylpiperidin-4-yl)pyrrolo-[3,2-b]pyridine C(CC)NC1=CC=C2C(=N1)C(=CN2)C2CCN(CC2)CC